methyl 6-((4-(4-(trifluoromethyl)phenyl)oxazol-2-yl)amino)pyridazine-3-carboxylate FC(C1=CC=C(C=C1)C=1N=C(OC1)NC1=CC=C(N=N1)C(=O)OC)(F)F